N-[3-chloro-4-[2-[[(2R,4R)-4-hydroxy-4-methyl-pyrrolidine-2-carbonyl]amino]ethylcarbamoyl]phenyl]-5-[4-(cyanomethoxy)-2,3-difluoro-phenyl]-1-methyl-imidazole-2-carboxamide ClC=1C=C(C=CC1C(NCCNC(=O)[C@@H]1NC[C@](C1)(C)O)=O)NC(=O)C=1N(C(=CN1)C1=C(C(=C(C=C1)OCC#N)F)F)C